ClC=1C=C(C=C(C1)NS(=O)(=O)C)NC(=O)C=1SC(=C(C1)N1C(N(C(C1=O)(C)C)C1=NC=CC=C1)=O)C N-(3-chloro-5-(methylsulfonamido)phenyl)-4-(4,4-dimethyl-2,5-dioxo-3-(pyridin-2-yl)imidazolidin-1-yl)-5-methylthiophene-2-carboxamide